3-((4-methylenedecan-3-yl)oxy)propanenitrile C=C(C(CC)OCCC#N)CCCCCC